C(#N)C=1C(=CC(=C(O[C@H]2C(CN(CC2)C(=O)OC(C)(C)C)(F)F)C1)OC)[N+](=O)[O-] tert-butyl (R)-4-(5-cyano-2-methoxy-4-nitrophenoxy)-3,3-difluoropiperidine-1-carboxylate